O1C(C(CC1)CN)CN Tetrahydrofurandimethanamine